4,4-diamyl-6-p-bromophenyl-1,3,5-triazine C(CCCC)C1(NC=NC(=N1)C1=CC=C(C=C1)Br)CCCCC